[Na].C(C)O (ethanol), sodium salt